tert-butyl 3-(2-(3-(((S)-2-amino-4-phenylbutanamido)methyl)-4,5-dimethylphenoxy)ethyl)-piperidine-1-carboxylate N[C@H](C(=O)NCC=1C=C(OCCC2CN(CCC2)C(=O)OC(C)(C)C)C=C(C1C)C)CCC1=CC=CC=C1